ClC=1C=C(C=CC1)CCN1CC(C(C1)COC1=CC=C(C=C1)S(=O)(=O)C)(O)C 1-[2-(3-chlorophenyl)ethyl]-4-[(4-methanesulfonylphenoxy)methyl]-3-methylpyrrolidin-3-ol